2,2'-diisopropyl-1,1',3,3'-tetramethyl-2,2',3,3'-tetrahydro-1H,1'H-2,2'-bibenzo[d]imidazol C(C)(C)C1(N(C2=C(N1C)C=CC=C2)C)C2(N(C1=C(N2C)C=CC=C1)C)C(C)C